7-Methyl-N-(3-(1-((4-methyl-4H-1,2,4-triazol-3-yl)thio)ethyl)phenyl)-1,8-naphthyridine-2-carboxamide CC1=CC=C2C=CC(=NC2=N1)C(=O)NC1=CC(=CC=C1)C(C)SC1=NN=CN1C